4-[2-hydroxyethyl-(methyl)amino]butanoic acid OCCN(CCCC(=O)O)C